(R)-(4-(2,2-difluoro-7-((5-methoxy-7-methyl-1H-indol-4-yl)methyl)-7-azaspiro[3.5]nonan-6-yl)phenyl)(3-(trifluoromethyl)azetidin-1-yl)methanone FC1(CC2(C1)C[C@@H](N(CC2)CC2=C1C=CNC1=C(C=C2OC)C)C2=CC=C(C=C2)C(=O)N2CC(C2)C(F)(F)F)F